methyl 3,5-dimethyl-7-((4-(trifluoromethoxy)phenyl)sulfonamido)adamantane-1-carboxylate CC12CC3(CC(CC(C1)(C3)C)(C2)NS(=O)(=O)C2=CC=C(C=C2)OC(F)(F)F)C(=O)OC